ethyl (2S,3S)-1-(tert-butylsulfinyl)-3-(4-methoxyphenyl)aziridine-2-carboxylate C(C)(C)(C)S(=O)N1[C@@H]([C@@H]1C1=CC=C(C=C1)OC)C(=O)OCC